COC1=C(CN(C=2OC3=C(C=NC=C3N3CC(C(CC3)O)C(=O)O)N2)CC2=C(C=C(C=C2)OC)OC)C=CC(=C1)OC 1-(2-(bis(2,4-dimethoxybenzyl)amino)oxazolo[4,5-c]pyridin-7-yl)-4-hydroxypiperidine-3-carboxylic acid